OC1=CC=C(C=C1)C(C=CC1=CC=C(C=C1)OCC1=CC=CC=C1)=O 1-(4-Hydroxyphenyl)-3-(4-phenylmethoxyphenyl)prop-2-en-1-one